NC=1C=2N(C(=CN1)C)C(=NC2C2=C(C(=C(C=C2)NC(C(O)C2=CC(=CC(=C2)C(F)(F)F)F)=O)F)F)C([2H])([2H])[2H] N-[4-[8-amino-5-methyl-3-(trideuteriomethyl)imidazo[1,5-a]pyrazin-1-yl]-2,3-difluoro-phenyl]-2-[3-fluoro-5-(trifluoromethyl)phenyl]-2-hydroxy-acetamide